CC1(OB(OC1(C)C)C=1C=C(C=CC1)N1CC(CC1)O)C 1-(3-(4,4,5,5-tetramethyl-1,3,2-dioxaborolan-2-yl)phenyl)pyrrolidin-3-ol